C(CCC)OC1=CC=C(C=C1)S(=O)(=O)C=1C=NC2=CC=C(C=C2C1N1CCC(CC1)N1CCN(CCC1)C)S(=O)C 3-((4-butoxyphenyl)sulfonyl)-4-(4-(4-methyl-1,4-diazepan-1-yl)piperidin-1-yl)-6-(methylsulfinyl)quinoline